C1(CC1)C1=NC=NC(=C1C=1N=C(C2=C(N1)CCN(C2)C#N)CCC2=CC=C(C=C2)C=2N(C=C(N2)C(F)(F)F)C(C)C)OC 2-(4-cyclopropyl-6-methoxypyrimidin-5-yl)-4-(4-(1-isopropyl-4-(trifluoromethyl)-1H-imidazol-2-yl)phenethyl)-7,8-dihydropyrido[4,3-d]pyrimidine-6(5H)-carbonitrile